OC(=O)C(F)(F)F.C1(NCCC12CNCC2)=O 2,7-diazaspiro[4.4]nonan-1-one TFA salt